C(C)N(C=NC1=C(C=C(C(=C1)C)C1(COC1)O)C)C N-ethyl-N'-(4-(3-hydroxyoxetan-3-yl)-2,5-dimethylphenyl)-N-methylformimidamide